1,8-octanediol C(CCCCCCCO)O